uridineAt [C@]1([C@H](O)[C@H](O)[C@@H](CO)O1)(N1C(=O)NC(=O)C=C1)C(=O)[O-]